1-(3-(trimethoxysilyl)propylamino)-3-(allyloxy)propan-2-ol CO[Si](CCCNCC(COCC=C)O)(OC)OC